ClC=1C=C(C=NC1N1N=CC=N1)C=1C(=NN2C1N=CC1=C2C(CC1C(=O)N)(C=1C=NN(C1)C1(CC1)C)C)F (5-chloro-6-(2H-1,2,3-triazol-2-yl)pyridin-3-yl)-2-fluoro-8-methyl-8-(1-(1-methylcyclopropyl)-1H-pyrazol-4-yl)-7,8-dihydro-6H-cyclopenta[e]pyrazolo[1,5-a]pyrimidine-6-carboxamide